5-amino-1-(1-cyanopiperidin-3-yl)-3-(4-((6-methylpyrazin-2-yl)oxy)phenyl)-1H-pyrazole-4-carboxamide NC1=C(C(=NN1C1CN(CCC1)C#N)C1=CC=C(C=C1)OC1=NC(=CN=C1)C)C(=O)N